(Z)-2-dodecenal C(\C=C/CCCCCCCCC)=O